NC=1SC=C(C1C(=O)N)C 2-amino-4-methylthiophene-3-carboxamide